(E)-3-(2-amino-5-(benzylthio)-4-fluorophenyl)acrylic acid ethyl ester C(C)OC(\C=C\C1=C(C=C(C(=C1)SCC1=CC=CC=C1)F)N)=O